3-sulfopropyl methacrylate, potassium salt [K+].C(C(=C)C)(=O)OCCCS(=O)(=O)[O-]